n-hexyltri(n-propoxy)silane C(CCCCC)[Si](OCCC)(OCCC)OCCC